COC1=C(CS(=O)(=O)C2=NC=3N(C(N(C(C3N2C)=O)C)=O)C)C=CC=C1OC 8-(2,3-Dimethoxybenzylsulfonyl)-1,3,7-trimethyl-1H-purine-2,6(3H,7H)-dione